C1CCC2C3CCC(C12OC(CC)=O)C3 7a-hexahydro-4,7-methano-1H-indenylpropionate